OC(C)(C)C=1C=CC(=C(C1)C=1C2=C(C(N(C1)C)=O)NC=C2)OC=2C=NC(=CC2)N2CC(C2)CC2CCNCC2 4-[5-(1-hydroxy-1-methyl-ethyl)-2-[[6-[3-(4-piperidylmethyl)azetidin-1-yl]-3-pyridyl]oxy]phenyl]-6-methyl-1H-pyrrolo[2,3-c]pyridin-7-one